C[C@]12[C@H]3CC([C@@H]3CC[C@]([C@H](CC1)O)(O2)C)(C)C (1R,2S,5R,8R,9S)-1,4,4,8-tetramethyl-12-oxatricyclo[6.3.1.02,5]Dodecane-9-ol